C1(=CC=CC=C1)NC(=O)NC(NC1=CC=C(C=C1)S(=O)(=O)OC1=CC=C(C=C1)C)=O 4-Tolyl 4-[(phenylcarbamoyl)ureido]phenylsulfonat